N1(CCC1)CC1(CC1)NC(C(C)(C)C1=NOC2=C1C(=CC=C2)Cl)=O N-(1-(azetidin-1-ylmethyl)cyclopropyl)-2-(4-chlorobenzo[d]isoxazol-3-yl)-2-methylpropanamide